4-cyano-N-[2-cyano-5-[[2,6-dichloro-4-[1,2,2,3,3,3-hexafluoro-1-(trifluoro-methyl)propyl]phenyl]carbamoyl]phenyl]-2-methyl-benzamide C(#N)C1=CC(=C(C(=O)NC2=C(C=CC(=C2)C(NC2=C(C=C(C=C2Cl)C(C(C(F)(F)F)(F)F)(C(F)(F)F)F)Cl)=O)C#N)C=C1)C